1,2-bis(6-methylquinolin-2-yl) ethylene Tert-butyl (S)-4-(4-((3-hydroxy-1-methoxy-1-oxopropan-2-yl)carbamoyl)thiazol-2-yl)piperazine-1-carboxylate OC[C@@H](C(=O)OC)NC(=O)C=1N=C(SC1)N1CCN(CC1)C(=O)OC(C)(C)C.CC=1C=C2C=CC(=NC2=CC1)C=CC1=NC2=CC=C(C=C2C=C1)C